5-Bromo-N-(5-fluorothiazol-2-yl)-1-methyl-2-oxo-quinoline-3-carboxamide BrC1=C2C=C(C(N(C2=CC=C1)C)=O)C(=O)NC=1SC(=CN1)F